BrCCCCCOC=1C(=CC2=C(N(C[C@H]3N(C2=O)CC(C3)=O)C(=O)OCC=C)C1)OC Allyl (S)-8-((5-bromopentyl)oxy)-7-methoxy-2,5-dioxo-2,3,11,11a-tetrahydro-1H-benzo[e]pyrrolo[1,2-a][1,4]diazepine-10(5H)-carboxylate